O=C1NC(CCC1N1C(N(C2=C1C=CC(=C2)C#CCCCCCN2N=CC(=C2)CC(=O)OC(C)(C)C)C)=O)=O tert-butyl 2-(1-(7-(1-(2,6-dioxopiperidin-3-yl)-3-methyl-2-oxo-2,3-dihydro-1H-benzo[d]imidazol-5-yl)hept-6-yn-1-yl)-1H-pyrazol-4-yl)acetate